(S) or (R)-α-(7-octenyl)alanine C(CCCCCC=C)[C@@](N)(C)C(=O)O |o1:8|